F[C@H]1CN(CC[C@@H]1NC1=CC=CC2=C1S(C=C2CC(F)(F)F)=O)C 7-(((3S,4S)-3-fluoro-1-methylpiperidin-4-yl)amino)-1-oxido-3-(2,2,2-trifluoroethyl)benzo[b]thiophen